benzoic acid [(2S,3R,4R,5R)-4-acetoxy-3-(2-chloroethyl)-5-[2-(2-methylpropanoylamino)-6-oxo-1H-purin-9-yl]Tetrahydrofuran-2-yl]Methyl ester C(C)(=O)O[C@@H]1[C@@H]([C@H](O[C@H]1N1C=2N=C(NC(C2N=C1)=O)NC(C(C)C)=O)COC(C1=CC=CC=C1)=O)CCCl